4-{8-bromo-3-methylpyrrolo[1,2-a]pyrazine-6-yl}piperidine-1-carboxylic acid tert-butyl ester C(C)(C)(C)OC(=O)N1CCC(CC1)C1=CC(=C2N1C=C(N=C2)C)Br